NC1=CC=C(C=C1)C(=C(C1=CC=CC=C1)C1=CC=C(C=C1)N)C1=CC=CC=C1 1,2-bis(4-aminophenyl)-1,2-diphenylethylene